C(C)(C)(C)OC(NC1=NC(=CC(=C1)NC1=C(C=CC=C1)F)C(NC1=CC=CC=C1)=O)=O (4-((2-fluorophenyl)amino)-6-(phenylcarbamoyl)pyridin-2-yl)carbamic acid tert-butyl ester